(R)-4-(1-aminoethyl)-1-(5-(2,3-dichlorophenyl)-3-(hydroxymethyl)-6-methylpyrazin-2-yl)piperidine-4-carbonitrile N[C@H](C)C1(CCN(CC1)C1=NC(=C(N=C1CO)C1=C(C(=CC=C1)Cl)Cl)C)C#N